[SiH2](N)N.[Si] silicon silanediamine